ClC=1C=C2CO[C@]3(O[C@@H]([C@H]([C@@H]([C@H]3O)O)O)C)C2=CC1CC=1SC(=CC1)[C@@H](C)O (1S,3'R,4'S,5'S,6'R)-5-chloro-6-((5-((R)-1-hydroxyethyl)thiophene-2-yl)methyl)-6'-methyl-3',4',5',6'-tetrahydro-3H-spiro[isobenzofuran-1,2'-pyran]-3',4',5'-triol